4-(m-phenylenedioxy)dicarboxylic acid C1(=CC(=CC=C1)OC(=O)O)OC(=O)O